3-(m-Aminophenoxy)-propyltrimethoxysilan NC=1C=C(OCCC[Si](OC)(OC)OC)C=CC1